Fmoc-cysteine C(=O)(OCC1C2=CC=CC=C2C2=CC=CC=C12)N[C@@H](CS)C(=O)O